3-(3-bromo-4-methylphenyl)propionic acid BrC=1C=C(C=CC1C)CCC(=O)O